C1(CC1)C=1C=NC2=C(C=C(C=C2C1)CO)N1CN(CC1)C 1-(3-cyclopropyl-6-(hydroxymethyl)quinolin-8-yl)-3-methylimidazolidine